IC=1C(=CC(=C(CN(CC(=O)O)C)C1)OCC=1C=NC=C(C1)C#N)OCC=1C(=C(C=CC1)C1=C(C(=CC=C1)OCC#C)C)C N-(5-iodo-2-((5-cyanopyridin-3-yl)methoxy)-4-((2,2'-dimethyl-3'-(prop-2-yn-1-yloxy)-[1,1'-biphenyl]-3-yl)methoxy)benzyl)-N-methylglycine